Cl.ClC1=CC=C(C=C1)C1=CN=C2N1C=CN=C2NC2=CC(=C(C(=O)N(CCC1CCNCC1)C)C=C2)C 4-((3-(4-chlorophenyl)imidazo[1,2-a]pyrazin-8-yl)amino)-N,2-dimethyl-N-(2-(piperidin-4-yl)ethyl)benzamide hydrochloride